5-bromo-3-((phenethyl-imino)methyl)benzene-1,2-diol BrC1=CC(=C(C(=C1)O)O)C=NCCC1=CC=CC=C1